NC=1SC2=C(N1)C=CC(=C2)C2=NN(C(=C2)C2=CC=C(C=C2)OC)CC2=CC=C(C(=O)NO)C=C2 4-{[3-(2-aminobenzo[d]thiazol-6-yl)-5-(4-methoxyphenyl)-1H-pyrazol-1-yl]methyl}-N-hydroxybenzamide